Cl.CC=1C=C(C=CC1C)NC1N(C(=NC(=N1)N)N1CCCC1)C1=CC=CC=C1 N-(3,4-Dimethylphenyl)-N1-phenyl-6-pyrrolidin-1-yl-[1,3,5]triazine-2,4-diamine hydrochloride